N1(N=CC=C1)CCC=1N(C=2C(=C3CC[C@@H](N(C3=CC2)C(=O)OC)C)N1)CC(NCC(N1CCCC1)=O)=O methyl (S)-2-(2-(1H-pyrazol-1-yl)ethyl)-7-methyl-3-(2-oxo-2-((2-oxo-2-(pyrrolidin-1-yl)ethyl)amino)ethyl)-3,7,8,9-tetrahydro-6H-imidazo[4,5-f]quinoline-6-carboxylate